N-(4-(cis-bicyclo[3.1.0]hexan-3-yloxy)-3,5-difluorophenyl)-5-ethyl-2-(3-ethyl-3-methoxyazetidin-1-yl)oxazole-4-carboxamide C12CC(CC2C1)OC1=C(C=C(C=C1F)NC(=O)C=1N=C(OC1CC)N1CC(C1)(OC)CC)F